9-octyl-2,7-bis{5-(tributylstannyl)-thiophen-2-yl}carbazole tert-butyl-(2S,4R)-2-[[(1S)-1-(4-ethynylphenyl)ethyl]carbamoyl]-4-hydroxy-pyrrolidine-1-carboxylate C(C)(C)(C)OC(=O)N1[C@@H](C[C@H](C1)O)C(N[C@@H](C)C1=CC=C(C=C1)C#C)=O.C(CCCCCCC)N1C2=CC(=CC=C2C=2C=CC(=CC12)C=1SC(=CC1)[Sn](CCCC)(CCCC)CCCC)C=1SC(=CC1)[Sn](CCCC)(CCCC)CCCC